ClC1=CC=C(C=C1)C=1N=C2N(C=CC=N2)C1CN1C2CN(C(C1)CC2)C(=O)OCCCC Butyl 5-{[2-(4-chlorophenyl)imidazo[1,2-a]pyrimidin-3-yl]methyl}-2,5-diazabicyclo[2.2.2]octane-2-carboxylate